C=C1CC=CC2=CC=CC=C12 Methylenenaphthalene